2,6-bis(4,4,5,5-tetramethyl-1,3,2-dioxaborolan-2-yl)-1H-indole CC1(OB(OC1(C)C)C=1NC2=CC(=CC=C2C1)B1OC(C(O1)(C)C)(C)C)C